6-(Azetidin-1-yl)-4-fluoro-N-[2-methyl-5-(propan-2-yl)benzene-1-sulfonyl]-1-benzofuran-2-carboxamide N1(CCC1)C1=CC2=C(C=C(O2)C(=O)NS(=O)(=O)C2=C(C=CC(=C2)C(C)C)C)C(=C1)F